(4-((5-chloro-4-(1-methyl-1H-pyrazol-4-yl)pyrimidin-2-yl)amino)-3-methoxyphenyl)(1-oxa-6-azaspiro[3.3]heptan-6-yl)methanone ClC=1C(=NC(=NC1)NC1=C(C=C(C=C1)C(=O)N1CC2(CCO2)C1)OC)C=1C=NN(C1)C